5-tert-butyl-3-(2,4-dichloro-5-prop-2-yloxyphenyl)-1,3,4-oxadiazole-2-one C(C)(C)(C)C1=NN(C(O1)=O)C1=C(C=C(C(=C1)OC(C)C)Cl)Cl